BrC1=C(C(=C(O[Si](C)(C)C(C)(C)C)C(=C1[2H])[2H])[2H])[2H] (4-bromophenoxy-2,3,5,6-d4)(tert-butyl)dimethylsilane